(5-(cyclopropylethynyl)-3,4-dihydroquinolin-1(2H)-yl)-7-fluoro-1-methyl-[1,2,4]triazolo[4,3-a]quinazoline C1(CC1)C#CC1=C2CCCN(C2=CC=C1)C1=NC=2N(C3=CC=C(C=C13)F)C(=NN2)C